C(C)(=O)OC1C[C@@H](N(C1)C(=O)OC(C)(C)C)C=1C(=NC=C(C1)F)OC tert-butyl (2R)-4-acetoxy-2-(5-fluoro-2-methoxypyridin-3-yl)pyrrolidine-1-carboxylate